BrC=CC1=CC=C(C=C1)OC 1-(2-bromovinyl)-4-methoxybenzene